C(C1=CC=CC=C1)(C1=CC=CC=C1)(C1=CC=CC=C1)N[S@](=O)C |r| (±)-N-trityl-methanesulfinamide